C(C)(=O)N(C(C)=O)C=1C2=C(N=CN1)N1C(=C2C2=CC(=C(C=C2)OC2=NC=CC(=N2)C)F)N(CC1)C1=CC(=CC=C1)[N+](=O)[O-] N-acetyl-N-(5-{3-fluoro-4-[(4-methylpyrimidin-2-yl)oxy]phenyl}-6-(3-nitrophenyl)-7,8-dihydro-6H-imidazo[2',1':5,1]pyrrolo[2,3-d]pyrimidin-4-yl)acetamide